NC=1C=C(C=C(C1)C(F)(F)F)B(O)O 3-AMINO-5-(TRIFLUOROMETHYL)PHENYLBORONIC ACID